FC(C=1C=C2CCNCC2=CC1)(F)F 6-(trifluoro-methyl)-1,2,3,4-tetrahydro-isoquinoline